ClC=1C(=NC=CC1C(F)(F)F)C=1CCCC2=C(C1C1=CC=C(C=C1)CC1CN(C1)CCCF)C=CC(=C2)C(=O)O 8-(3-chloro-4-(trifluoromethyl)pyridin-2-yl)-9-(4-((1-(3-fluoropropyl)azetidin-3-yl)methyl)phenyl)-6,7-dihydro-5H-benzo[7]annulene-3-carboxylic acid